tert-butyl ((1r,3r)-3-(4-(2-(4-((2-bromopyrimidin-4-yl)oxy)phenyl)propan-2-yl)benzeneOxy)cyclobutyl)carbamate BrC1=NC=CC(=N1)OC1=CC=C(C=C1)C(C)(C)C1=CC=C(C=C1)OC1CC(C1)NC(OC(C)(C)C)=O